((1S,3R)-3-(2-(1-((S)-2-(1,3,4-oxadiazol-2-yl)-5-oxa-2-azaspiro[3.4]octan-7-yl)piperidin-4-yl)-4-fluorophenoxy)cyclobutyl)propan-2-ol O1C(=NN=C1)N1CC2(C1)OC[C@H](C2)N2CCC(CC2)C2=C(OC1CC(C1)CC(C)O)C=CC(=C2)F